1-cyclopropylethyl (S)-6-((6-methyl-3-(methylcarbamoyl)-7-(trifluoromethyl) thieno[3,2-b]pyridin-5-yl) oxy)-2-azaspiro[3.3]heptane-2-carboxylate CC=1C(=C2C(=NC1OC1CC3(CN(C3)C(=O)OC(C)C3CC3)C1)C(=CS2)C(NC)=O)C(F)(F)F